C(C)N1CCN(CC1)CC=1C=CC(=NC1)NC1=NC=C(C(=N1)C1=CC2=C(N(N=C2C(=C1)F)C)C(C)C)F N-(5-((4-ethylpiperazin-1-yl)methyl)pyridin-2-yl)-5-fluoro-4-(7-fluoro-3-isopropyl-2-methyl-2H-indazol-5-yl)pyrimidin-2-amine